[GeH3+]=O germaniumOne